ClC=1C=CC(=C(C=NNC(C(CC)NC2=CC(=CC=C2)F)=O)C1)O N'-(5-chloro-2-hydroxybenzylidene)-2-((3-fluorophenyl)amino)butanoyl-hydrazine